N-(2-((3-pyridinyl)methyl)-1-azabicyclo[2.2.2]oct-3-yl)-5-methylthiophene-2-carboxamide N1=CC(=CC=C1)CC1N2CCC(C1NC(=O)C=1SC(=CC1)C)CC2